5-(3-fluorophenyl)-3-[(R)-methylsulfinyl]pyridine-2-carbonitrile FC=1C=C(C=CC1)C=1C=C(C(=NC1)C#N)[S@](=O)C